C(C1=CC=CC=C1)N1CC2CC=CCC2C1 2-Benzyl-2,3,3a,4,7,7a-hexahydro-1H-isoindole